(E)-ethyl 2-((3-(2-(thiophen-2-yl)vinyl)-1H-pyrazol-1-yl)methoxy)acetate S1C(=CC=C1)/C=C/C1=NN(C=C1)COCC(=O)OCC